(4-carbamoyl-1-(2-(3-fluoro-5-(trifluoromethyl)benzyl)pyridin-4-yl)-3-methyl-1H-pyrazol-5-yl)methyl acetate C(C)(=O)OCC1=C(C(=NN1C1=CC(=NC=C1)CC1=CC(=CC(=C1)C(F)(F)F)F)C)C(N)=O